C(CCCCCCCCCCCCCCCCC)OP(O)(O)=O Stearylphosphoric acid